C(C)(C)(C)C1N(CCC(C1)(O)[C@@H](C1CCC(CC1)(F)F)C1=NC=C(C=C1)Cl)C(=O)O.C(CCCCCCCCCCCCCCCC)(=O)N[C@@H](CCSC)C(=O)O N-margaroyl-methionine tert-butyl-4-[(S)-(5-chloro-2-pyridyl)-(4,4-difluorocyclohexyl)methyl]-4-hydroxy-piperidine-1-carboxylate